CN1N=C(C=C1)C1=C(C=CC(=C1)C(F)(F)F)C1=C2C(=C(N=N1)N)C=NC=C2 1-[2-(1-methyl-1H-pyrazol-3-yl)-4-(trifluoromethyl)phenyl]pyrido[3,4-d]pyridazin-4-amine